1-((1S,2R,3R,4R)-1-(Aminomethyl)-2,3-dihydroxy-6,8-dioxabicyclo[3.2.1]octan-4-yl)pyrimidin-2(1H)-one NC[C@@]12[C@@H]([C@@H]([C@H](C(OC1)O2)N2C(N=CC=C2)=O)O)O